N-(4-(2-amino-3-(1-propyl-1H-pyrazol-4-yl)pyridin-4-yloxy)-3-fluorophenyl)-2-(4-fluorophenyl)-3-oxo-2,3-dihydropyridazine-4-carboxamide NC1=NC=CC(=C1C=1C=NN(C1)CCC)OC1=C(C=C(C=C1)NC(=O)C=1C(N(N=CC1)C1=CC=C(C=C1)F)=O)F